tert-butyl 9-[[4-(3-cyanophenyl)-5-(2,6-dimethyl-4-pyridyl)thiazol-2-yl]carbamoyl]-4-oxa-1,9-diazaspiro[5.5]undecane-1-carboxylate C(#N)C=1C=C(C=CC1)C=1N=C(SC1C1=CC(=NC(=C1)C)C)NC(=O)N1CCC2(COCCN2C(=O)OC(C)(C)C)CC1